N(=[N+]=[N-])C[C@]12C[C@H](N([C@@H]2C1)C(=O)OC(C)(C)C)C(NC1=NC(=CC=C1COCC#C)Br)=O tert-butyl (1R,3S,5R)-5-(azidomethyl)-3-((6-bromo-3-((prop-2-yn-1-yloxy)methyl)pyridin-2-yl)carbamoyl)-2-azabicyclo[3.1.0]hexane-2-carboxylate